tert-butyl (3S,5S)-3-[[4-[4-(4-amino-2-fluoro-3-methyl-phenoxy)-2-methyl-thiazol-5-yl]pyrimidin-2-yl]amino]-5-fluoro-piperidine-1-carboxylate NC1=C(C(=C(OC=2N=C(SC2C2=NC(=NC=C2)N[C@@H]2CN(C[C@H](C2)F)C(=O)OC(C)(C)C)C)C=C1)F)C